2-(benzo[d]oxazol-2-yl)-5-bromonicotinic acid ethyl ester C(C)OC(C1=C(N=CC(=C1)Br)C=1OC2=C(N1)C=CC=C2)=O